(1-methylpiperidin-3-yl)-bis(thiophen-2-yl)methoxide CN1CC(CCC1)C([O-])(C=1SC=CC1)C=1SC=CC1